BrC1=C(C(=C(C(=C1)F)F)C)C(F)(F)F 1-bromo-4,5-difluoro-3-methyl-2-(trifluoromethyl)benzene